N-(4-amino-1H-pyrazolo[4,3-c]pyridin-7-yl)-2-oxo-2-[(2R,5S)-5-methyl-2-(2-methyl-1,3-benzothiazol-5-yl)-1-piperidyl]acetamide NC1=NC=C(C2=C1C=NN2)NC(C(N2[C@H](CC[C@@H](C2)C)C=2C=CC1=C(N=C(S1)C)C2)=O)=O